(S)-3-(6,7-dimethoxy-3-oxo-1,3-dihydro-2H-benzo[4,5]thieno[2,3-c]pyrrol-2-yl)butanoic acid COC1=CC2=C(C3=C(C(N(C3)[C@H](CC(=O)O)C)=O)S2)C=C1OC